5-((6-isopropenyl-2-ethyl-3,4-dihydroquinolin-1(2H)-yl)sulfonyl)-2-((tetrahydro-2H-pyran-4-yl)methoxy)benzyl Alcohol C(=C)(C)C=1C=C2CCC(N(C2=CC1)S(=O)(=O)C=1C=CC(=C(CO)C1)OCC1CCOCC1)CC